C(C)C1=C(NC2=CC=C(C=C12)C1CCNCC1)C1=C2C(=NC=C1)NN=C2C 4-(3-ethyl-5-(piperidin-4-yl)-1H-indol-2-yl)-3-methyl-1H-pyrazolo[3,4-b]Pyridine